dinitrosodichloropalladium N(=O)[Pd](Cl)(Cl)N=O